(R)-16-((7-carboxyheptyl)oxy)-1-phenyl-2,5,8,11,14,18-hexaoxahexacosan-26-oic acid C(=O)(O)CCCCCCCO[C@@H](COCCOCCOCCOCCOCC1=CC=CC=C1)COCCCCCCCC(=O)O